2-bromo-2-nitro-1,3-dihydroxypropane BrC(CO)(CO)[N+](=O)[O-]